FC1=CC2=C(N(C(=N2)C2=CC=C(C=C2)S(=O)(=O)C)C)C=C1C1CCN(CC1)C1CC2CCC(C1)N2C2CCOCC2 5-fluoro-1-methyl-2-(4-(methylsulfonyl)phenyl)-6-(1-(8-(tetrahydro-2H-pyran-4-yl)-8-azabicyclo[3.2.1]oct-3-yl)piperidin-4-yl)-1H-benzo[d]imidazole